CN1N=CC2=CC(=CC=C12)NC1=NC=C2C(=N1)N(N(C2=O)CC=C)C2=NC(=CC=C2)O[C@H]2CN(CCC2)C 6-[(1-methyl-1H-indazol-5-yl)amino]-1-(6-{[(3R)-1-methylpiperidin-3-yl]oxy}pyridin-2-yl)-2-(prop-2-en-1-yl)-1H,2H,3H-pyrazolo[3,4-d]pyrimidin-3-one